COC[C@H]1[C@@H](C1)C=1C=2N(N=C(C1)C=1C(NC(NC1)=O)=O)C=CN2 5-(8-((1R,2R)-2-(methoxymethyl)cyclopropyl)imidazo[1,2-b]pyridazin-6-yl)pyrimidine-2,4(1H,3H)-dione